Methyl 2-((2-aminoethyl) (cyclopentyl) amino)-2-oxoacetate NCCN(C(C(=O)OC)=O)C1CCCC1